ON1N=NC2=C(C1=O)C=CC=C2 hydroxy-3,4-dihydro-4-oxo-1,2,3-benzo-triazine